Cl.Cl.Cl.C(CC(CCN)N)N Pentane-1,3,5-triamine tri-hydrochloride